NCCOCCOCCOCCOCCC(=O)N[C@H](C(=O)NC[C@@H]([C@H]([C@@H]([C@@H](CO)O)O)O)O)CCC(=O)NC[C@@H]([C@H]([C@@H]([C@@H](CO)O)O)O)O (S)-2-(1-amino-3,6,9,12-tetraoxapentadecan-15-amido)-N1,N5-bis((2S,3R,4R,5R)-2,3,4,5,6-pentahydroxyhexyl)pentanediamide